C(C)(=O)OOC(N(C1=C(C=CC=C1)C(C)(C)C)CC)=O ethyl-{[(2-tert-butylphenyl) carbamoyl] oxy} acetate